1-(3-(difluoromethyl)-2-fluorophenyl)-2,2-difluoroethane FC(C=1C(=C(C=CC1)CC(F)F)F)F